N-[[(2R,5S)-2-[3-(2,2-dimethylpropoxy)phenyl]-3-oxo-1,4-thiazepan-5-yl]methyl]pyrimidine-2-carboxamide CC(COC=1C=C(C=CC1)[C@H]1SCC[C@H](NC1=O)CNC(=O)C1=NC=CC=N1)(C)C